tert-butyl 4-(4-amino-3-{[(4-methoxyphenyl)methyl]amino}phenyl)piperazine-1-carboxylate NC1=C(C=C(C=C1)N1CCN(CC1)C(=O)OC(C)(C)C)NCC1=CC=C(C=C1)OC